3-(benzyloxy)-1-cyclopropylcyclobutan-1-ol C(C1=CC=CC=C1)OC1CC(C1)(O)C1CC1